FC1=C(C(=O)OCC)C=C(C=C1)OC Ethyl 2-fluoro-5-methoxybenzoate